3-isopropyl-N-(5-(methylthio)-1,3,4-thiadiazol-2-yl)isoxazole C(C)(C)C1N(OC=C1)C=1SC(=NN1)SC